NC1=NC=C(C=N1)C(=O)NC1=NC=2C(=C(C=CC2C=2N1CCN2)OCCCN(C)C)OC 2-amino-N-{8-[3-(dimethylamino)propoxy]-7-methoxy-2,3-dihydroimidazo[1,2-c]quinazolin-5-yl}pyrimidine-5-carboxamide